ClC=1C=[NH+]C(=CC1OC)Cl 3,6-dichloro-4-methoxy-pyridinium